Br[C@H](C)C1=C(C=CC=C1)C |r| (+/-)-1-(1-bromoethyl)-2-methylbenzene